FC1CN(CCC1)C1=NC(=CC(=N1)C1=NN=C(O1)C1=C(C=C(C=C1)NS(=O)(=O)CCO)N1CCC2(CC2)CC1)C N-(4-(5-(2-(3-fluoropiperidin-1-yl)-6-methylpyrimidin-4-yl)-1,3,4-oxadiazol-2-yl)-3-(6-azaspiro[2.5]oct-6-yl)phenyl)-2-hydroxyethane-1-sulfonamide